ClC1=CC=C(C=C1)C1=NC2=C(N1C(C(=O)NC1CCCCC1)C1CCCCC1)C=CC=C2 2-[2-(4-chloro-phenyl)-benzimidazol-1-yl]-2,N-dicyclohexyl-acetamide